CN1N=C(C(=C1)CC1=C(C#N)C=CC=C1)C 2-((1,3-dimethyl-1H-pyrazol-4-yl)methyl)benzonitrile